2-{6-[(5,5-dimethyl-4-azaspiro[2.5]oct-7-yl)oxy]pyridazin-3-yl}-5-(1H-pyrazol-4-yl)pyridin-3-ol CC1(NC2(CC2)CC(C1)OC1=CC=C(N=N1)C1=NC=C(C=C1O)C=1C=NNC1)C